1-(3-buten-1-yloxy)-3-(3-butyn-1-yloxy)-2-propanol difluorophosphate P(=O)(F)(F)OC(COCCC=C)COCCC#C